Lauroylsarcosin C(CCCCCCCCCCC)(=O)N(C)CC(=O)O